N-ethyl-2-(3-fluoropyridin-4-yl)-N-(propan-2-yl)pyrido[3,4-d]pyrimidin-4-amine C(C)N(C=1C2=C(N=C(N1)C1=C(C=NC=C1)F)C=NC=C2)C(C)C